C(C)(C)(C)OC(=O)N1[C@H](CN(C[C@H]1C)C1=CC=CC(=N1)B(O)O)C (6-((3S,5R)-4-(tert-butoxycarbonyl)-3,5-dimethylpiperazin-1-yl)pyridin-2-yl)boronic acid